F[C@H]1C(O[C@@H]([C@@H]([C@@H]1O)O)CO)O (3R,4S,5R,6R)-3-fluoro-6-(hydroxymethyl)tetrahydro-2H-pyran-2,4,5-triol